dimethyl-naphthalenesulfonic acid sodium salt [Na+].CC=1C(=C(C2=CC=CC=C2C1)S(=O)(=O)[O-])C